ClC1=C(C(=CC=C1)Cl)N1CCC2=CC=CC=C12 1-(2,6-dichlorophenyl)indoline